pyridin-3-yl-dihydropyrimidine-2,4(1H,3H)-dione hydrochloride Cl.N1=CC(=CC=C1)N1C(NC(CC1)=O)=O